Tert-butyl 4-((5-((4-((3-(methylsulfonyl)benzyl)amino)-5-(trifluoromethyl)-pyrimidin-2-yl)amino)-2-oxoindolin-1-yl)methyl)piperidine-1-carboxylate CS(=O)(=O)C=1C=C(CNC2=NC(=NC=C2C(F)(F)F)NC=2C=C3CC(N(C3=CC2)CC2CCN(CC2)C(=O)OC(C)(C)C)=O)C=CC1